FC=1C=C(C=C(C1)C1=CC=C2C(=N1)NC(=N2)CNC(=O)C2=CN(C1=CC=CC=C21)S(=O)(=O)C(C)C)N2CCN(CC2)C(=O)OC(C)(C)C tert-butyl 4-[3-fluoro-5-[2-[[(1-isopropylsulfonylindole-3-carbonyl)amino]methyl]-3H-imidazo[4,5-b]pyridin-5-yl]phenyl]piperazine-1-carboxylate